C1(CC1)N1CCC(CC1)NC=1C(=CN(C(C1)=O)C1(CC1)C(F)F)C(=O)[O-].[Li+] lithium 4-((1-cyclopropylpiperidin-4-yl)amino)-1-(1-(difluoromethyl)-cyclopropyl)-6-oxo-1,6-dihydropyridine-3-carboxylate